2-(4-(methoxycarbonyl)phenyl)-4-(5-(trifluoromethyl)thiophen-2-yl)piperidine COC(=O)C1=CC=C(C=C1)C1NCCC(C1)C=1SC(=CC1)C(F)(F)F